FC1=CC2=C(N=C(O2)SCC2=CC=C(C=C2)C(F)(F)F)C=C1 6-fluoro-2-((4-(trifluoromethyl)benzyl)thio)benzo[d]oxazole